1-((2R,3S,4R)-3-fluoro-4-hydroxy-5,5-bis(hydroxymethyl)tetrahydrofuran-2-yl)pyrimidine-2,4(1H,3H)-dione F[C@@H]1[C@@H](OC([C@H]1O)(CO)CO)N1C(NC(C=C1)=O)=O